N-(2-hydroxyethyl)-spermidine OCCNCCCCNCCCN